(4-fluoro-1-oxo-5-piperazin-1-yl-isoindolin-2-yl)piperidine-2,6-dione FC1=C2CN(C(C2=CC=C1N1CCNCC1)=O)N1C(CCCC1=O)=O